FS(=O)(=O)OC=1C=C(NC2C(NC(CC2)=O)=O)C=CC1C1CCNCC1 3-[3-fluorosulfonyloxy-4-(4-piperidyl)anilino]-2,6-dioxo-piperidine